(S)- and (R)-4-(2-((2-(1H-indol-3-yl)-2-oxo-1-phenylethyl)amino)ethyl)-N,N-dimethylbenzamide N1C=C(C2=CC=CC=C12)C([C@H](C1=CC=CC=C1)NCCC1=CC=C(C(=O)N(C)C)C=C1)=O |r|